Cl.NCCS(=O)(=O)NC1=C(C=CC=C1)C 2-amino-N-(o-tolyl)ethane-1-sulfonylamine hydrochloride